tert-Butyl (3R)-3-{[5-(5-cyano-2-fluorophenyl)-1-trityl-1H-indazol-3-yl]carbamoyl}piperidine-1-carboxylate C(#N)C=1C=CC(=C(C1)C=1C=C2C(=NN(C2=CC1)C(C1=CC=CC=C1)(C1=CC=CC=C1)C1=CC=CC=C1)NC(=O)[C@H]1CN(CCC1)C(=O)OC(C)(C)C)F